ClC=1C=CC(=C(C1)[C@H](CCN([C@H](C(=O)O)C=1C=NC=C(C1C1CCC(CC1)OC(F)(F)F)C)C)CCN1CC(CC1)(C)C)C (S)-2-(((S)-3-(5-chloro-2-methylphenyl)-5-(3,3-dimethylpyrrolidin-1-yl)pentyl)(methyl)amino)-2-(5-methyl-4-((1r,4S)-4-(trifluoromethoxy)-cyclohexyl)pyridin-3-yl)acetic acid